CNCC[C@@H](OC1=CC=CC=2OCOC21)C2=CC=CC=C2 (R)-N-methyl-3-phenyl-3-[(benzo[d][1,3]dioxol-4-yl)oxy]propylamine